C1C(CC2=CC=CC=C12)NC1=NC=C(C=N1)C=1C=C(C=C(C1)OC)NC(=O)C1=CC2=C(NN=N2)C=C1F N-(3-(2-((2,3-dihydro-1H-inden-2-yl)amino)pyrimidin-5-yl)-5-methoxyphenyl)-6-fluoro-1H-benzo[d][1,2,3]triazole-5-carboxamide